(S)-6-((3-methylpiperidin-1-yl)methyl)benzo[d]thiazole-4-carboxamide C[C@@H]1CN(CCC1)CC=1C=C2C(N=CS2)=C(C1)C(=O)N